tert-butyl (E)-(3-(2-(2,6-dioxopiperidin-3-yl)-1-oxo-2,3-dihydro-1H-pyrrolo[3,4-c]pyridin-4-yl)allyl)carbamate O=C1NC(CCC1N1CC=2C(=NC=CC2C1=O)/C=C/CNC(OC(C)(C)C)=O)=O